(S)-1-[2-(6-chloro-7-fluoro-imidazo[1,2-a]pyridin-3-yl)-pyrimidin-4-yl]-piperidine-3-carboxylic acid (1H-pyrazol-4-yl)-amide N1N=CC(=C1)NC(=O)[C@@H]1CN(CCC1)C1=NC(=NC=C1)C1=CN=C2N1C=C(C(=C2)F)Cl